P(=O)#CO[C@H]1[C@@H](O[C@@H]([C@H]1O)CO)N1C(=O)N=C(N)C=C1 phosphoryl-2'-O-methylcytidine